Cl.NC1CN(CC1)C=1C=2N(C=C(C1)C=1C=NN(C1)C)N=CC2C#N 4-(3-aminopyrrolidin-1-yl)-6-(1-methyl-1H-pyrazol-4-yl)pyrazolo[1,5-a]pyridine-3-carbonitrile hydrochloride Salt